C1(=CC=CC=2C3=CC=CC=C3C3=CC=CC=C3C12)C1=CC=C(C2=CC=CC=C12)B(O)O (4-(triphenylen-1-yl)naphthalen-1-yl)boronic acid